ClC1=C(C=CC2=C1C(=N[C@H](C=1N2N=C(N1)C(=O)N1CC(C1)C#N)C)C1=C(C=CC=C1F)F)Cl 1-[(4S)-7,8-dichloro-6-(2,6-difluoro-phenyl)-4-methyl-4H-[1,2,4]triazolo[1,5-a][1,4]benzodiazepine-2-Carbonyl]azetidine-3-carbonitrile